α,β-Difluorostyrol FC=C(C1=CC=CC=C1)F